2-phenyl-4-(o-tolyl)butyronitrile C1(=CC=CC=C1)C(C#N)CCC1=C(C=CC=C1)C